(2R)-1-(3-chloro-2-fluoro-4-methylbenzyl)-2-ethyl-4-((3-fluoro-6-((5-methyl-1H-pyrazol-3-yl)amino)pyridin-2-yl)methyl)piperidine-4-carboxylic acid ClC=1C(=C(CN2[C@@H](CC(CC2)(C(=O)O)CC2=NC(=CC=C2F)NC2=NNC(=C2)C)CC)C=CC1C)F